N-methylaminobutanethiol CNC(CCC)S